1-(3-(4-(cyclopropanecarbonyl)piperazine-1-carbonyl)-6,8-difluoroquinolin-4-yl)-4-methylpiperidine-4-carbonitrile C1(CC1)C(=O)N1CCN(CC1)C(=O)C=1C=NC2=C(C=C(C=C2C1N1CCC(CC1)(C#N)C)F)F